N-((3R,4S)-4-((8-(2-oxa-5-azabicyclo[2.2.1]heptan-5-yl)-6-(2,6-dichloro-3,5-dimethoxyphenyl)pyrido[3,4-d]pyrimidin-2-yl)amino)tetrahydrofuran-3-yl)acrylamide C12OCC(N(C1)C1=NC(=CC3=C1N=C(N=C3)N[C@H]3[C@H](COC3)NC(C=C)=O)C3=C(C(=CC(=C3Cl)OC)OC)Cl)C2